CC1=C(OC2=C(C=C(C=C2C1=O)C)[C@@H](C)NC1=C(C(=O)O)C=CC=C1)C=1C=NC=CC1 2-[[(1R)-1-[3,6-Dimethyl-4-oxo-2-(3-pyridyl)-chromen-8-yl]ethyl]-amino]benzoic acid